N-[2-(Dimethylcarbamoyl)ethyl]-4-hydroxy-3-{2-[4-(trifluoromethoxy)phenyl]-6-oxa-2,9-diazaspiro[4.5]decan-9-yl}butanamide CN(C(=O)CCNC(CC(CO)N1CCOC2(CCN(C2)C2=CC=C(C=C2)OC(F)(F)F)C1)=O)C